C(C)(C)(C)OC(=O)NCCC[C@@H](C(=O)OC)NC(C1=CC=C(C=C1)C#CC=1C(=C2C(=NC(=NC2=CC1)N)N)F)=O Methyl (S)-5-((tert-butoxycarbonyl)amino)-2-(4-((2,4-diamino-5-fluoroquinazolin-6-yl)ethynyl) benzamido)pentanoate